COC1=C(C=NC=C1)N(C(OC(C)(C)C)=O)CC#CC=1N(C2=CC=CC(=C2C1)NC1CCN(CC1)C)CC(F)(F)F tert-butyl N-(4-methoxy-3-pyridyl)-N-[3-[4-[(1-methyl-4-piperidyl)amino]-1-(2,2,2-trifluoroethyl)indol-2-yl]prop-2-ynyl]carbamate